N-[4-(1-{[2-(trifluoromethyl)pyrimidin-5-yl]carbonyl}piperidin-4-yl)butyl]thieno[2,3-c]pyridine-2-carboxamide FC(C1=NC=C(C=N1)C(=O)N1CCC(CC1)CCCCNC(=O)C1=CC=2C(=CN=CC2)S1)(F)F